2-[5-(7-Methyl-1,7-diazaspiro[3.5]nonan-1-yl)[1,3]thiazolo[5,4-d][1,3]thiazol-2-yl]-5-(1H-pyrazol-4-yl)pyridin-3-ol CN1CCC2(CCN2C=2SC3=C(N2)SC(=N3)C3=NC=C(C=C3O)C=3C=NNC3)CC1